(S)-8-(2-amino-6-((R)-2,2,2-trifluoro-1-(4-(1-methyl-1H-benzo[d]imidazol-5-yl)phenyl)ethoxy)pyrimidin-4-yl)-2,8-diazaspiro[4.5]decane-3-carboxylic acid NC1=NC(=CC(=N1)N1CCC2(C[C@H](NC2)C(=O)O)CC1)O[C@@H](C(F)(F)F)C1=CC=C(C=C1)C1=CC2=C(N(C=N2)C)C=C1